ClC=1C=CC(=C(OC2(CC2)C(=O)NS(=O)(=O)C2=CC=CC(=N2)N2CCC(CC2)(C)NC(OC(C)(C)C)=O)C1)C1CC2(C1)CCC2 Tert-butyl (1-(6-(N-(1-(5-chloro-2-(spiro[3.3]heptan-2-yl)phenoxy)cyclopropanecarbonyl)sulfamoyl)pyridin-2-yl)-4-methylpiperidin-4-yl)carbamate